5-bromo-4-chloro-2H-pyrazole-3-carboxylic acid BrC=1C(=C(NN1)C(=O)O)Cl